FC=1C=CC2=C(CN3C(C=4N(N(C2)C3)C=C(C(C4O)=O)C(=O)NCC4=C(C=C(C=C4F)F)F)=O)C1 (6R)-10-fluoro-1-hydroxy-2,14-dioxo-N-(2,4,6-trifluorobenzyl)-2,7,12,14-tetrahydro-6,13-methanobenzo[g]pyrido[1,2-b][1,2,5]triazonine-3-carboxamide